8-[(1S)-1-Hydroxyethyl]-2-[1-(2-hydroxy-2-methyl-propyl)pyrazol-4-yl]-3,6-dimethyl-chromen-4-one O[C@@H](C)C=1C=C(C=C2C(C(=C(OC12)C=1C=NN(C1)CC(C)(C)O)C)=O)C